bis(pyrrolidinyl)(ethyl)aluminum N1(CCCC1)[Al](CC)N1CCCC1